CN1N=CC(=C1)NC1=NC=CC(=N1)C=1C=NN(C1)C1CCN(CC1)S(=O)(=O)CCC N-(1-methyl-1H-pyrazol-4-yl)-4-(1-(1-(propylsulfonyl)piperidin-4-yl)-1H-pyrazol-4-yl)pyrimidin-2-amine